3-[4-(4-nitrophenyl)piperazin-1-yl]-N-(pyridin-2-ylmethyl)propionamide [N+](=O)([O-])C1=CC=C(C=C1)N1CCN(CC1)CCC(=O)NCC1=NC=CC=C1